(2S,3S,4R,5S)-2-((((((S)-1-(1,3-Dioxolan-2-yl)ethyl)amino)(phenoxy)phosphoryl)-oxy)methyl)-4-fluoro-5-(5-methyl-2,4-dioxo-3,4-dihydropyrimidin-1(2H)-yl)tetrahydrofuran-3-yl acetate C(C)(=O)O[C@H]1[C@@H](O[C@@H]([C@@H]1F)N1C(NC(C(=C1)C)=O)=O)COP(=O)(OC1=CC=CC=C1)N[C@@H](C)C1OCCO1